[Na+].P(=O)([O-])([O-])[O-].[Li+].[Na+] sodium lithium phosphate sodium